(2-(p-toluenesulfonyl)phenyl)benzamide CC1=CC=C(C=C1)S(=O)(=O)C1=C(C=CC=C1)C1=C(C(=O)N)C=CC=C1